C(C)(C)(C)OC(=O)N1C[C@H](N([C@H](C1)C)C1=CC=NC=C1)C (3R,5S)-3,5-dimethyl-4-(pyridin-4-yl)piperazine-1-carboxylic acid tert-butyl ester